C(C)(=O)OCN aminomethyl acetate